2-{3-[3-(benzo[b]Naphtho[1,2-d]furan-8-yl)phenyl]phenyl}-4,6-diphenyl-1,3,5-triazine C1=CC=CC=2C=CC3=C(C4=C(O3)C(=CC=C4)C=4C=C(C=CC4)C=4C=C(C=CC4)C4=NC(=NC(=N4)C4=CC=CC=C4)C4=CC=CC=C4)C12